CC1=C(C(=O)N[C@H](C)C2=CC(=NC3=CC=CC=C23)C=2C=NN(C2)C)C=C(C=C1)N1C[C@@H]2CN(C[C@@H]2C1)C 2-methyl-N-((R)-1-(2-(1-methyl-1H-pyrazol-4-yl)quinolin-4-yl)ethyl)-5-((3aR,6aS)-5-methylhexahydropyrrolo[3,4-c]pyrrol-2(1H)-yl)benzamide